NC1=C2N=CN(C2=NC=N1)[C@H]1C[C@@H](CO1)O.[K] potassium (2R,3S,5R)-5-(6-aminopurin-9-yl)-3-hydroxytetrahydrofuran